1-[5-(2-fluorophenyl)-1-(pyridine-3-yl-sulfonyl)-1H-pyrrol-3-yl]-N,N-dimethylamine FC1=C(C=CC=C1)C1=CC(=CN1S(=O)(=O)C=1C=NC=CC1)CNC